CC1(CCC(CC1)C12CCC(CC1)(CC2)C=O)C 4-(4,4-Dimethylcyclohexyl)bicyclo[2.2.2]octane-1-carbaldehyde